COC[C@@]12C[C@H](N(C2C1)C(=O)OC(C)(C)C)C(=O)OC (3S,5R)-2-tert-butyl 3-methyl 5-(methoxymethyl)-2-azabicyclo[3.1.0]hexane-2,3-dicarboxylate